Tert-butyl N-[2-[2-[2-[2-[2-(3-amino-2-fluoro-1-methyl-propoxy)ethoxy]ethoxy]ethoxyl]ethoxy]ethyl]carbamate NCC(C(OCCOCCOCCOCCOCCNC(OC(C)(C)C)=O)C)F